[Si](C1=CC=CC=C1)(C1=CC=CC=C1)(C(C)(C)C)O[C@@H]1C(COC1)=O (S)-4-((tert-butyldiphenylsilyl)oxy)dihydrofuran-3(2H)-one